4-benzyl-N-ethylamino-6-methyl-7-oxo-6,7-dihydro-1H-pyrrolo[2,3-c]pyridin-2-carboxamide C(C1=CC=CC=C1)C=1C2=C(C(N(C1)C)=O)NC(=C2)C(=O)NNCC